O1CCC(=CC1)C=1C=C(C=CC1)C1(CC1)C=1NC(C2=C(N1)CCN(C2)C([C@@H](C2=CC(=CC=C2)C(F)(F)F)O)=O)=O (R)-2-(1-(3-(3,6-dihydro-2H-pyran-4-yl)phenyl)cyclopropyl)-6-(2-hydroxy-2-(3-(trifluoromethyl)phenyl)acetyl)-5,6,7,8-tetrahydropyrido[4,3-d]pyrimidin-4(3H)-one